ClC=1C=C(C2=C(C=C(C(O2)C(F)(F)F)C(=O)O)C1)C([2H])([2H])O 6-chloro-8-(hydroxymethyl-d2)-2-trifluoromethyl-2H-benzopyran-3-carboxylic acid